CC=1N=C2N(C=C(N=C2C)NC(=O)C=2N=CC(=NC2)N2CCN(CC2)C(=O)OC(C)(C)C)C1 tert-butyl 4-(5-((2,8-dimethylimidazo[1,2-a]pyrazin-6-yl)carbamoyl)pyrazin-2-yl)piperazine-1-carboxylate